(E)-4-methoxyimino-1-[(2'-methyl-1,1'-biphenyl-4-yl)carbonyl]-L-proline CO\N=C\1/C[C@H](N(C1)C(=O)C1=CC=C(C=C1)C1=C(C=CC=C1)C)C(=O)O